CN(C1(CCC2(CN(C(N2CCC2(CCC2)OC)=O)CC2=CC=C(C=C2)OC)CC1)C1=CC=CC=C1)C 8-(dimethylamino)-1-[2-(1-methoxycyclobutyl)ethyl]-3-[(4-methoxyphenyl)methyl]-8-phenyl-1,3-diazaspiro[4.5]decan-2-one